[Na].ClC1=C2C(=CN(C2=CC=C1)C)CC1=C(N)C=CC=C1 2-[(4-chloro-1-methyl-1H-indol-3-yl)methyl]aniline Sodium